C=1(C(=CC=C2C=C3C=CC=CC3=CC12)S(=O)(=O)[O-])S(=O)(=O)[O-].[NH4+].CC(C)(C)C1=CC=C(C=C1)S(=O)(=O)NCC1=CC=C(C(=O)NC=2C=NC=CC2)C=C1.[NH4+] 4-[[[[4-(1,1-dimethylethyl)phenyl]sulfonyl]amino]methyl]-N-3-pyridinylbenzamide ammonium anthracenedisulfonate